2-Methyl-5-(2-(piperidin-3-yl)ethoxy)benzonitrile CC1=C(C#N)C=C(C=C1)OCCC1CNCCC1